6-(((tert-butyldimethylsilyl)oxy)methyl)-4-(2,2-dimethylpiperazine-1-carbonyl)pyrimidine 1-oxide [Si](C)(C)(C(C)(C)C)OCC1=CC(=NC=[N+]1[O-])C(=O)N1C(CNCC1)(C)C